Cl.CC1CCN(C1)C(C(=O)C1=CC=CC=C1)C 4-methylpyrrolidinopropiophenone HCl